[NH4+].FC1=C(C=CC(=C1)F)CON1N=C(C=C1)C1CCN(CC1)CC1=NC2=C(N1CC1=CN=CN1CC)C=C(C=C2)C(=O)[O-] 2-[(4-{1-[(2,4-difluorophenyl)methoxy]-1H-pyrazol-3-yl}piperidin-1-yl)methyl]-1-[(1-ethyl-1H-imidazol-5-yl)methyl]-1H-benzimidazole-6-carboxylic acid, ammonium salt